FC(C=1NC2=CC=C(C=C2C1)B(O)O)(F)F 2-(TRIFLUOROMETHYL)-1H-INDOL-5-YLBORONIC ACID